(E)-4-(3-(2-(5-chloro-1H-indole-2-carbonyl)hydrazino)-3-oxoprop-1-en-1-yl)-1-octylpyridin ClC=1C=C2C=C(NC2=CC1)C(=O)NNC(/C=C/C1=CCN(C=C1)CCCCCCCC)=O